tert-butyl N-[3-methyl-5-[[2-oxo-2-[(1R,4S,5S)-4-phenyl-3-azabicyclo[3.2.1]octan-3-yl]acetyl] amino]-2-pyridyl]carbamate CC=1C(=NC=C(C1)NC(C(N1C[C@@H]2CC[C@H]([C@H]1C1=CC=CC=C1)C2)=O)=O)NC(OC(C)(C)C)=O